O1C2(OC(CC1)C(=O)OC1=NC=CC=C1)CC1CC1C2 4'-(pyridin-2-yl) tetrahydrooxaspiro[bicyclo[3.1.0]hexane-3,2'-pyran]-4'-carboxylate